C1(=CC=CC=C1)C1=CC=C(C=C1)C1=NC=NC=N1 (4-phenylphenyl)-1,3,5-triazine